2-(1-carbamimidoyl-1,2,3,6-tetrahydro-pyridin-4-yl)-thiazole-5-carboxylic acid [4-(1-carbamimidoyl-1,2,3,6-tetrahydro-pyridin-4-yl)-phenyl]-amide trifluoroacetate FC(C(=O)O)(F)F.C(N)(=N)N1CCC(=CC1)C1=CC=C(C=C1)NC(=O)C1=CN=C(S1)C=1CCN(CC1)C(N)=N